N-(3-chloro-4-(cyclopropylmethoxy)phenyl)propylamide ClC=1C=C(C=CC1OCC1CC1)CCC[NH-]